C(C)(C)(C)P(CCC)C(C)(C)C di-tert-butyln-propylphosphine